pyridinthione N1C(C=CC=C1)=S